FC=1C(=C(C=C(C1)CC1=CN=CO1)CC(=O)OC)OC methyl 2-(3-fluoro-2-methoxy-5-(oxazol-5-ylmethyl)phenyl)acetate